ButyryLCoA C(CCC)(=O)SCCNC(CCNC([C@@H](C(COP(OP(OC[C@@H]1[C@H]([C@H]([C@@H](O1)N1C=NC=2C(N)=NC=NC12)O)OP(=O)(O)O)(=O)O)(=O)O)(C)C)O)=O)=O